N-(2,4-difluoro-3-[[(1-[[2-(trimethylsilyl)ethoxy]methyl]pyrazolo[3,4-b]pyridin-5-yl)oxy]methyl]phenyl)-5-fluoro-2-methoxypyridine-3-sulfonamide FC1=C(C=CC(=C1COC=1C=C2C(=NC1)N(N=C2)COCC[Si](C)(C)C)F)NS(=O)(=O)C=2C(=NC=C(C2)F)OC